N1C(=CC=C1)C(C1=CC=NC=C1)C=1NC=CC1 4-(bis(1H-pyrrol-2-yl)methyl)pyridine